C(C)(=O)O[C@@H]1COC2=C1C=C(C=C2S(=O)(=O)NC=2C(=C(C(=CC2)F)C=2C=C1C=NC(=NC1=CC2)NC2CCN(CC2)C(=O)OC(C)(C)C)F)Cl tert-butyl 4-[(6-{3-[(3S)-3-(acetyloxy)-5-chloro-2,3-dihydro-1-benzofuran-7-sulfonamido]-2,6-difluorophenyl}quinazolin-2-yl)amino]piperidine-1-carboxylate